BrC1=NC(=CC=C1Cl)Cl 2-bromo-3,6-dichloro-pyridine